Methyl (1S,3R)-1-(5-((1-(3-fluoropropyl)azetidin-3-yl)amino)pyridin-2-yl)-3-methyl-2-(2,2,2-trifluoroethyl)-1,2,3,4-tetrahydroisoquinoline-6-carboxylate FCCCN1CC(C1)NC=1C=CC(=NC1)[C@H]1N([C@@H](CC2=CC(=CC=C12)C(=O)OC)C)CC(F)(F)F